4-(azetidin-3-yl)-2,6-dimethylbenzaldehyde N1CC(C1)C1=CC(=C(C=O)C(=C1)C)C